C(C)N1CCN(CC1)CC1=CC=C(C=C1)NC(NCCCCC(=O)NC1=CC=CC=C1)=O 5-(3-(4-((4-ethylpiperazin-1-yl)methyl)phenyl)ureido)-N-phenyl-pentanamide